1-((1R,4R,5S)-4,5-dihydroxy-3-(hydroxymethyl)cyclopent-2-en-1-yl)pyrimidine-2,4(1H,3H)-dione O[C@@H]1C(=C[C@H]([C@@H]1O)N1C(NC(C=C1)=O)=O)CO